5-(perfluoroethoxy)pyridin FC(C(F)(F)F)(OC=1C=CC=NC1)F